(E)-N-Ethyl-2-((2-(4-(2-(pyridin-4-yl)vinyl)-[2,4'-bipyrimidin]-2'-yl)isoindolin-5-yl)oxy)acetamide C(C)NC(COC=1C=C2CN(CC2=CC1)C1=NC=CC(=N1)C1=NC=CC(=N1)\C=C\C1=CC=NC=C1)=O